C(C)(C)(C)OC(CCC(CCC)N(S(NCC1=NC=CC=C1)(=O)=O)C(C1=CC=CC=C1)=O)=O 4-(N-(pyridin-2-ylmethylsulfamoyl)benzoylamino)heptanoic acid tert-butyl ester